NC1=NC=CC=C1C1=NC=2C(=NC(=CC2)C2=CC=CC=C2)N1C1=CC=C(CN2CCN(CCC2)C(=O)OC(C)(C)C)C=C1 tert-Butyl 4-(4-(2-(2-aminopyridin-3-yl)-5-phenyl-3H-imidazo[4,5-b]pyridin-3-yl)benzyl)-1,4-diazepane-1-carboxylate